FC1=CC=C(C=C1)CNC(=O)N (4-fluorophenyl)methylurea